4-Amino-2-furan-2-yl-6-(2-{4-[4-(2-methoxy-ethoxy)-phenyl]-piperazin-1-yl}ethyl)-8,8-dimethyl-6,8-dihydro-1,3,3a,5,6-pentaaza-as-indacen-7-one NC=1N2N=C(N=C2C=2C(C(N(C2N1)CCN1CCN(CC1)C1=CC=C(C=C1)OCCOC)=O)(C)C)C=1OC=CC1